pyrido[4',3':4,5]pyrrolo[2,3-d]pyridazin-4-one C1=C2C(C(N=N1)=O)=NC1=C2C=CN=C1